C(C)(=O)OOC1=NN(C(=N1)C1=C(C=C(C=C1)Cl)F)C1=C(C(=C(C=C1)F)C)F Methyl-{[5-(4-chloro-2-fluorophenyl)-1-(2,4-difluorophenyl)-1H-1,2,4-triazol-3-yl]oxy} acetate